Methyl 4-(1-methyl-5-[[3-(trifluoromethoxy)phenyl]amino]pyrazol-3-yl)benzoate CN1N=C(C=C1NC1=CC(=CC=C1)OC(F)(F)F)C1=CC=C(C(=O)OC)C=C1